4-(1,3-Benzodioxol-5-yl)-2-(3-bromophenyl)-1H-imidazole O1COC2=C1C=CC(=C2)C=2N=C(NC2)C2=CC(=CC=C2)Br